C(C)(C)(C)OC(NCC1=C(C=C(C=C1)CO)F)=O N-[[2-fluoro-4-(hydroxymethyl)phenyl]methyl]carbamic acid tert-butyl ester